2-(4-(6-fluoroquinolin-4-yl)piperazin-1-yl)propionic acid ethyl ester C(C)OC(C(C)N1CCN(CC1)C1=CC=NC2=CC=C(C=C12)F)=O